Cl.FC=1C=NC=C(C1OCC1[C@H]2CNC[C@@H]12)F (1r,5s,6r)-6-(((3,5-difluoropyridin-4-yl)oxy)methyl)-3-azabicyclo-[3.1.0]Hexane hydrochloride